(3R,4R)-1-[1-[4-ethyl-5-(8-methylimidazo[1,2-a]pyridin-6-yl)pyrimidin-2-yl]-4-piperidinyl]-4-methoxy-pyrrolidin-3-amine C(C)C1=NC(=NC=C1C=1C=C(C=2N(C1)C=CN2)C)N2CCC(CC2)N2C[C@H]([C@@H](C2)OC)N